CC1=C(C(=C(C1([Hf]C=1C(C2=CC=CC=C2C1)CCC)C)C)C)C pentamethylcyclopentadienyl-(1-n-propylindenyl)hafnium